[6-(chloromethyl)-5-fluoro-2-methoxy-3-pyridinyl]-bis(p-anisoyl)amine ClCC1=C(C=C(C(=N1)OC)N(C(C1=CC=C(C=C1)OC)=O)C(C1=CC=C(C=C1)OC)=O)F